C(C)(C)(C)OC(=O)N1C(CNCC1)C1CCC(CC1)C1=CC=C(C=C1)C1=CC2=C(N(C(N2C)=O)C2C(NC(CC2)=O)=O)C=C1 ((1s,4s)-4-(4-(1-(2,6-dioxopiperidin-3-yl)-3-methyl-2-oxo-2,3-dihydro-1H-benzo[d]imidazol-5-yl)phenyl)cyclohexyl)piperazine-1-carboxylic acid tert-butyl ester